((E)-2-(trans-4-(trifluoromethyl)cyclohexyl)vinyl)pyridine FC([C@@H]1CC[C@H](CC1)/C=C/C1=NC=CC=C1)(F)F